CC(C(C=O)N(C([O-])=O)C)C 3-methyl-1-oxobutan-2-yl(methyl)carbamate